BrC=1C(=C(C=C(C1CO)Cl)O)F 3-bromo-5-chloro-2-fluoro-4-(hydroxymethyl)phenol